4-(4-((3-cyano-6-(4,4-difluoro-3-(hydroxymethyl)piperidin-1-yl)pyrazin-2-yl)amino)phenyl)piperidine-1-carboxylic acid tert-butyl ester C(C)(C)(C)OC(=O)N1CCC(CC1)C1=CC=C(C=C1)NC1=NC(=CN=C1C#N)N1CC(C(CC1)(F)F)CO